CC=1N(C(=CC1)C)C1=NC(=NC(=N1)C1=NC(=CC=C1)C(F)(F)F)NC1=CC(=NC=C1)C(F)(F)F 4-(2,5-dimethyl-1H-pyrrol-1-yl)-6-(6-(trifluoromethyl)pyridin-2-yl)-N-(2-(trifluoromethyl)pyridin-4-yl)-1,3,5-triazin-2-amine